(dimethylfluorenylphenyl)(spirobifluorenyl)amine CC1=C(C(=C(C=C1)NC=1C2(C3=CC4=CC=CC=C4C3=CC1)C=CC=C1C3=CC=CC=C3C=C12)C1=CC=CC=2C3=CC=CC=C3CC12)C